(4-(1-(2,2-difluoroethyl)-5-fluoro-2-(trifluoromethyl)-1H-benzimidazol-4-yl)phenyl)(morpholin-4-yl)methanone FC(CN1C(=NC2=C1C=CC(=C2C2=CC=C(C=C2)C(=O)N2CCOCC2)F)C(F)(F)F)F